FC(CN1C[C@@H](N(CC1)CC1=C2C=CN(C2=C(C=C1OC)C)C(=O)OC(C)(C)C)C1=CC(=C(C=C1)C(=O)OC)NCC(F)(F)F)F tert-butyl 4-(((2S)-4-(2,2-difluoroethyl)-2-(4-(methoxycarbonyl)-3-((2,2,2-trifluoroethyl)amino)phenyl)piperazin-1-yl)methyl)-5-methoxy-7-methylindole-1-carboxylate